BrC=1C=C2CCC(C2=CC1)(C#N)CCC(=O)OC(C)(C)C tertbutyl 3-(5-bromo-1-cyano-2,3-dihydro-1H-inden-1-yl)propanoate